COC(CC1CN(CC(C1=O)C)CC1=CC=CC=C1)=O 2-(1-Benzyl-5-methyl-4-oxo-3-piperidinyl)acetic acid methyl ester